ClC=1C=CC=C2[C@H](CCOC12)NC(=O)NC=1N=C(SC1)C=1C=NC=CC1 (S)-1-(8-chlorochroman-4-yl)-3-(2-(pyridin-3-yl)thiazol-4-yl)urea